S1C=NC2=C1C=C(C=C2)C2=CC=NC(N2C(C)C2=CC(=CC=C2)OCC2CN(CCC2)CC)C 6-(1,3-benzothiazol-6-yl)-N-(1-{3-[(1-ethylpiperidin-3-yl)methoxy]phenyl}ethyl)-2-methylpyrimidin